C1(=CC=CC2=CC=CC=C12)C1=CC=C(C=C1)N N-[4-(1-naphthyl)phenyl]amine